COC1=CC=C(C=N1)CN1C2CN(CC1C2)C2=NC=C(C=C2)C2OCC(C(O2)(C)C)(C)C 6-((6-methoxypyridine-3-yl)methyl)-3-(5-(4,4,5,5-tetramethyl-1,3-dioxan-2-yl)pyridin-2-yl)-3,6-Diazabicyclo[3.1.1]heptane